FC1=C(C(=O)N([C@H]2CN(CCC2)C(=O)OC(C)(C)C)C2=NC=CC3=C2C=C(S3)CCC3=CC=NC=C3)C=CC(=C1)N1N=NC=3C1=NC=CC3 tert-butyl (3R)-3-[[2-fluoro-4-(triazolo[4,5-b]pyridin-3-yl)benzoyl]-[2-[2-(4-pyridyl)ethyl]thieno[3,2-c]pyridin-4-yl]amino]piperidine-1-carboxylate